1-(4-chloro-2-fluorophenyl)-3-((trans)-3-fluoro-4-hydroxypyrrolidin-1-yl)-8,9-dihydropyrido[3,4-d]pyrrolo[1,2-a]pyrimidin-5(7H)-one ClC1=CC(=C(C=C1)C1=NC(=CC2=C1N=C1N(C2=O)CCC1)N1C[C@H]([C@@H](C1)O)F)F